C1(=CC=CC=2C(C=3C(=CC=CC3C(C12)=O)C(=O)[O-])=O)C(=O)[O-] anthraquinone-1,5-dicarboxylate